tert-butyl 9-(2-methyl-4-nitrophenyl)-3,9-diazaspiro[5.5]undecane-3-carboxylate CC1=C(C=CC(=C1)[N+](=O)[O-])N1CCC2(CCN(CC2)C(=O)OC(C)(C)C)CC1